2-β-ethoxy-quinoline CCOC1=NC2=CC=CC=C2C=C1